N1(CCOCC1)NC(C)=O N-morpholinylacetamide